tertiary butyl 9-(3-methoxy-4-nitrophenyl)-3,9-diazaspiro[5.5]undecan-3-carboxylate COC=1C=C(C=CC1[N+](=O)[O-])N1CCC2(CCN(CC2)C(=O)OC(C)(C)C)CC1